1-Hydroxy-2-pyrrolidon ON1C(CCC1)=O